3,3-difluorocyclobutyl (3,4-dicyclobutyl-1-methyl-1H-pyrazol-5-yl)carbamate C1(CCC1)C1=NN(C(=C1C1CCC1)NC(OC1CC(C1)(F)F)=O)C